7-(2-(2,6-dimethylpyridin-4-yl)-3-isopropyl-1,5,7,8-tetrahydro-6H-pyrrolo[2,3-g]isoquinolin-6-yl)-3,4-dihydro-2,6-naphthyridine-2(1H)-carboxylic acid tert-butyl ester C(C)(C)(C)OC(=O)N1CC2=CC(=NC=C2CC1)N1CC=2C=C3C(=CC2CC1)NC(=C3C(C)C)C3=CC(=NC(=C3)C)C